C(CCC)C=1C=CC(=NC1)C(=O)NC1=CC(=C(C=C1)F)Cl 5-butyl-N-(3-chloro-4-fluorophenyl)picolinamide